[Na+].S(=O)(=O)([O-])C=1C=C(C=C(C(=O)[O-])C1)C(=O)[O-].[Na+].[Na+] 5-sulfo-isophthalic acid sodium salt